(2R)-4-amino-1-(3-fluoro-3-(3-(trifluoromethyl)phenyl)pyrrolidin-1-yl)butan-2-ol NCC[C@H](CN1CC(CC1)(C1=CC(=CC=C1)C(F)(F)F)F)O